C(C)(C)(C)OC(=O)N1CCNC(C1)C1N(C=CC=N1)C1(CC1)O[Si](C)(C)C 5-(1-(((trimethylsilyl)oxy)cyclopropyl)pyrimidin-2-yl)piperazine-1-carboxylic acid tert-butyl ester